3-chloro-5-cyclopropyl-4-nitro-1-(tetrahydro-2H-pyran-4-yl)-1H-pyrazole ClC1=NN(C(=C1[N+](=O)[O-])C1CC1)C1CCOCC1